2-((4-chlorophenyl)(1-(3-methyl-1H-pyrazolo[3,4-d]pyrimidin-4-yl)piperidin-4-yl)methoxy)-N,N-dimethylethan-1-amine ClC1=CC=C(C=C1)C(OCCN(C)C)C1CCN(CC1)C1=C2C(=NC=N1)NN=C2C